(benzoyloxy)-(E)-2-octen C(C1=CC=CC=C1)(=O)OC\C=C\CCCCC